(1r,2r,4s)-5-methyl-2-(prop-1-en-2-yl)-4'-propyl-2',6'-bis((2-(trimethylsilyl)ethoxy)methoxy)-1,2,3,4-tetrahydro-[1,1'-biphenyl]-4-ol CC=1[C@H](C[C@H]([C@@H](C1)C1=C(C=C(C=C1OCOCC[Si](C)(C)C)CCC)OCOCC[Si](C)(C)C)C(=C)C)O